(2S,5R)-2-(1,3-bis(4-fluorophenyl)-1H-pyrazol-4-yl)-3-(4-methoxyphenylethyl)-5-methyloxazolidin-4-one FC1=CC=C(C=C1)N1N=C(C(=C1)[C@@H]1O[C@@H](C(N1CCC1=CC=C(C=C1)OC)=O)C)C1=CC=C(C=C1)F